(S)-1-(3-((6-((5-methylthiazol-2-yl)amino)-4-(morpholinomethyl)pyridin-2-yl)amino)piperidin-1-yl)prop-2-en-1-one CC1=CN=C(S1)NC1=CC(=CC(=N1)N[C@@H]1CN(CCC1)C(C=C)=O)CN1CCOCC1